tert-butyl (3R,4S)-3-((5-bromobenzo[d]oxazol-2-yl)amino)-4-fluoropyrrolidine-1-carboxylate BrC=1C=CC2=C(N=C(O2)N[C@@H]2CN(C[C@@H]2F)C(=O)OC(C)(C)C)C1